(2S)-3-{3-bromo-4-fluoro-2-[(4-methoxyphenyl)methoxy]phenyl}-2-[(tert-butoxycarbonyl)amino]propanoic acid BrC=1C(=C(C=CC1F)C[C@@H](C(=O)O)NC(=O)OC(C)(C)C)OCC1=CC=C(C=C1)OC